3-[1-(difluoromethylene)-4-hydroxy-2,3-dihydro-1H-inden-5-yl]-6-{[(3R)-1-(pentadeuteroethyl)hexahydropyridin-3-yl]amino}-4-methyl-4H,5H-1,2,4-triazin-5-one FC(=C1CCC2=C(C(=CC=C12)C1=NN=C(C(N1C)=O)N[C@H]1CN(CCC1)C(C([2H])([2H])[2H])([2H])[2H])O)F